2-(4-acetamido-3-nitrophenyl)acetic acid ethyl ester C(C)OC(CC1=CC(=C(C=C1)NC(C)=O)[N+](=O)[O-])=O